CC=1C(=NC=CC1)C(C=C)=O 1-(3-methylpyridin-2-yl)prop-2-en-1-one